(S)-N-(5-(6-(1-hydroxypropyl)-4-methylpyridin-3-yl)imidazo[1,2-a]thiazolo[4,5-e]pyridin-2-yl)cyclopropanecarboxamide O[C@@H](CC)C1=CC(=C(C=N1)C=1C=2N(C3=C(C1)N=C(S3)NC(=O)C3CC3)C=CN2)C